4,4-dimethyl-2-((-)-3-phenylpentanamido)pentanamide CC(CC(C(=O)N)NC(CC(CC)C1=CC=CC=C1)=O)(C)C